Cl\C=C/C(=O)N1C[C@H](N(CC1)S(=O)(=O)C)C1=CC(=CC(=C1)C1=NC=C(C=N1)F)Cl (R,Z)-3-chloro-1-(3-(3-chloro-5-(5-fluoropyrimidin-2-yl)phenyl)-4-(methylsulfonyl)piperazin-1-yl)prop-2-en-1-one